CCCCCCCCCCCC(=O)OCC(COC(=O)CCCCCCCCCCC)OC(=O)CCCCCCCCCCC trilauroyl-glycerol